(R)-4-((3-(2-((3-fluoro-3-(hydroxymethyl)azetidin-1-yl)methyl)acrylamido)piperidin-1-yl)methyl)-N-(4-(4-morpholino-7H-pyrrolo[2,3-d]pyrimidin-6-yl)phenyl)picolinamide FC1(CN(C1)CC(C(=O)N[C@H]1CN(CCC1)CC1=CC(=NC=C1)C(=O)NC1=CC=C(C=C1)C1=CC2=C(N=CN=C2N2CCOCC2)N1)=C)CO